(2-(7-chloro-2-methoxyquinoxalin-5-yl)-4-methyl-7,8-dihydro-[1,4]dioxino[2',3':3,4]benzo[1,2-d]thiazol-7-yl)methyl (6-fluoropyridin-3-yl)carbamate FC1=CC=C(C=N1)NC(OCC1OC2=C(C3=C(N=C(S3)C3=C4N=CC(=NC4=CC(=C3)Cl)OC)C(=C2)C)OC1)=O